C(CCCCCCCCCCC)N1C(=O)NC(=O)NC1=O dodecyl-cyanuric acid